CC1=NC=CC(=N1)NC1=C(C=CC(=N1)N1CCN(CC1)C(=O)OC(C)(C)C)[N+](=O)[O-] tert-butyl 4-{6-[(2-methylpyrimidin-4-yl)amino]-5-nitropyridin-2-yl}piperazine-1-carboxylate